tert-butyl (S)-2-(1-amino-5-carbamoyl-4-(4-(pyridazin-3-ylcarbamoyl)phenyl)-1H-imidazol-2-yl)piperidine-1-carboxylate NN1C(=NC(=C1C(N)=O)C1=CC=C(C=C1)C(NC=1N=NC=CC1)=O)[C@H]1N(CCCC1)C(=O)OC(C)(C)C